5-((4-(2,3-dichloropyridin-4-yl)piperazin-1-yl)methyl)-2-(2,6-dioxopiperidin-3-yl)isoindoline-1,3-dione ClC1=NC=CC(=C1Cl)N1CCN(CC1)CC=1C=C2C(N(C(C2=CC1)=O)C1C(NC(CC1)=O)=O)=O